2-((((2-bromo-3-fluoropyridin-4-yl)methyl)amino)ethyl)acetamide ethyl-2-(4-chloro-6-methylpyrimidin-2-yl)-2,2-difluoroacetate C(C)OC(C(F)(F)C1=NC(=CC(=N1)Cl)C)=O.BrC1=NC=CC(=C1F)CNCCCC(=O)N